2-(dimethylamino)pyrimidin-5-ylboronic acid CN(C1=NC=C(C=N1)B(O)O)C